(phenylazo)-1-naphthol C1(=CC=CC=C1)N=NC1=C(C2=CC=CC=C2C=C1)O